ClC1=C(C(=CC=C1)F)NC(C1=C(C(=C(C=C1)N1N=C(N(C1=O)C)C(C)(C)O)F)O[C@H](C(F)(F)F)C)=O N-(2-chloro-6-fluorophenyl)-3-fluoro-4-[3-(2-hydroxypropan-2-yl)-4-methyl-5-oxo-4,5-dihydro-1H-1,2,4-triazol-1-yl]-2-{[(2S)-1,1,1-trifluoropropan-2-yl]oxy}benzamide